(4aR,10aR)-6-(benzyloxy)-1-propyl-1,2,3,4,4a,5,10,10a-octahydrobenzo[g]quinolin-6-ol C(C1=CC=CC=C1)OC1(C=CC=C2C1C[C@H]1CCCN([C@@H]1C2)CCC)O